C(C)(C)C1=CC=2C(=NC=CC2N1CC1=CC=C(C=C1)B(O)O)OC 4-((2-isopropyl-4-methoxypyrrolo[3,2-c]pyridin-1-yl)methyl)phenylboronic acid